C(C)(CC)C(C(=O)OCCCCC)(C(C(=O)OCCCCC)C)C(C)CC dipentyl 2,2-di-sec-butyl-3-methylsuccinate